OCC1(CCC1)CNC(=O)C1=CC2=C(C=N1)CNC2 N-((1-(hydroxymethyl)cyclobutyl)methyl)-2,3-dihydro-1H-pyrrolo[3,4-c]pyridine-6-carboxamide